6-chloro-N,N-bis(4-methoxybenzyl)-4-methylpyridin-2-amine ClC1=CC(=CC(=N1)N(CC1=CC=C(C=C1)OC)CC1=CC=C(C=C1)OC)C